2-methyl-2-propanyl [5-(5-{(3S)-7-[5-chloro-2-(1H-tetrazol-1-yl)phenyl]-5-oxo-1,2,3,5-tetrahydro-3-indolizinyl}-4-fluoro-1H-imidazol-2-yl)-6-fluoro-2-pyridinyl]carbamate ClC=1C=CC(=C(C1)C1=CC(N2[C@@H](CCC2=C1)C1=C(N=C(N1)C=1C=CC(=NC1F)NC(OC(C)(C)C)=O)F)=O)N1N=NN=C1